(2E)-1-[(1R,5S,6S)-6-[2-[4-amino-5-(4-chloro-3-methoxyphenyl)-7-methyl-7H-pyrrolo[2,3-d]pyrimidin-6-yl]ethynyl]-3-azabicyclo[3.1.0]hexan-3-yl]-4-(dimethylamino)but-2-en-1-one NC=1C2=C(N=CN1)N(C(=C2C2=CC(=C(C=C2)Cl)OC)C#CC2[C@@H]1CN(C[C@H]21)C(\C=C\CN(C)C)=O)C